1,5-Pentandiylbis[diphenylphosphin] C(CCCCP(C1=CC=CC=C1)C1=CC=CC=C1)P(C1=CC=CC=C1)C1=CC=CC=C1